2-(heptanoylamino)-N-(2,4-dimethylphenyl)-1,3-selenazol-5-carboxamide C(CCCCCC)(=O)NC=1[Se]C(=CN1)C(=O)NC1=C(C=C(C=C1)C)C